ClC1=C(C(=O)N[C@H](C(=O)OC)CCN(CCCCC2=NC=3NCCCC3C=C2)C)C=CC=C1F methyl (S)-2-(2-chloro-3-fluorobenzamido)-4-(methyl(4-(5,6,7,8-tetrahydro-1,8-naphthyridin-2-yl)butyl)amino)butanoate